5-(4-(1,3-dioxolane-2-yl)piperidin-1-yl)pyridin-2-amine O1C(OCC1)C1CCN(CC1)C=1C=CC(=NC1)N